NC1=C2N=CN(C2=NC=N1)C[C@@H](C)OCP(OCCSCCCCCCCCCCCCCCCCC(F)(F)F)(O)=O 2-((17,17,17-trifluoroheptadecyl)thio)ethyl hydrogen ((((R)-1-(6-amino-9H-purin-9-yl)propan-2-yl)oxy)methyl)phosphonate